3,4-diethoxy-5-methoxy-phenethylamine C(C)OC=1C=C(CCN)C=C(C1OCC)OC